C(#N)/C(/C(=O)OCC)=C/OCC ethyl (Z)-2-cyano-3-ethoxyacrylate